3-(4-((4-(5-((4-(4-chlorophenyl)-3,9-dimethyl-6H-thieno[3,2-f][1,2,4]triazolo[4,3-a][1,4]diazepin-2-yl)ethynyl)pyridin-2-yl)butyl)amino)-1-oxoisoindolin-2-yl)piperidine-2,6-dione ClC1=CC=C(C=C1)C1=NCC=2N(C3=C1C(=C(S3)C#CC=3C=CC(=NC3)CCCCNC3=C1CN(C(C1=CC=C3)=O)C3C(NC(CC3)=O)=O)C)C(=NN2)C